COC(=O)C1N(C2=CC=CC=C2C1)C(=O)OC(C)(C)C indoline-1,2-dicarboxylic acid 1-(tert-butyl) ester 2-methyl ester